C1(CC1)CNS(=O)(=O)C=1C=NC(=NC1)N1CCC(CC1)N1C2=C(N(C(C1=O)=O)C)C=C(C=N2)F N-(Cyclopropylmethyl)-2-(4-(7-fluoro-1-methyl-2,3-dioxo-2,3-dihydropyrido[2,3-b]pyrazine-4(1H)-yl)piperidin-1-yl)pyrimidine-5-sulfonamide